OCCCCC=1C(NC(N([C@H]2C[C@H](O)[C@@H](CO)O2)C1)=O)=O 5-hydroxybutan-1-yl-2'-deoxyuridine